ClC=1C2=C(N(N=C2C=CC1B1OC(C(O1)(C)C)(C)C)C)OC 4-chloro-3-methoxy-2-methyl-5-(4,4,5,5-tetramethyl-1,3,2-dioxaborolan-2-yl)-2H-indazole